2-methyl-4-vinylpyridine CC1=NC=CC(=C1)C=C